C(C)(C)(C)OC(=O)N1CC(C1)C(=O)C1=CN(C=2[N+](=NC=CC21)[O-])C2=C(C=C(C=C2)F)C(N(C(C)C)C(C)C)=O 5-(1-(tert-Butoxycarbonyl)azetidine-3-carbonyl)-7-(2-(diisopropylcarbamoyl)-4-fluorophenyl)-7H-pyrrolo[2,3-c]pyridazine 1-oxide